FC1=CC(=NC(=C1)C1=NN=CN1C(C)C)NC(=O)NC1=NNC2=CC=CC=C12 1-(4-fluoro-6-(4-isopropyl-4H-1,2,4-triazol-3-yl)pyridin-2-yl)-3-(1H-indazol-3-yl)urea